4-(6,8-difluoro-2-(((2R,7aS)-2-fluorotetrahydro-1H-pyrrolizin-7a(5H)-yl)methoxy)-4-(1-oxa-6-azaspiro[3.5]nonan-6-yl)quinazolin-7-yl)-5-ethyl-6-fluoronaphthalen-2-ol FC=1C=C2C(=NC(=NC2=C(C1C1=CC(=CC2=CC=C(C(=C12)CC)F)O)F)OC[C@]12CCCN2C[C@@H](C1)F)N1CC2(CCO2)CCC1